NCCNC[C@@H](CN1C2=CC=C(C=C2C=2C=C(C=CC12)F)F)O (S)-1-((2-aminoethyl)amino)-3-(3,6-difluoro-9H-carbazol-9-yl)propan-2-ol